N[C@@H]1CN(CCC1(F)F)C1=NC2=C(N1CC1=NC=C(C#N)C=C1)C=C(C=C2)F (R)-6-((2-(3-Amino-4,4-difluoropiperidin-1-yl)-6-fluoro-1H-benzo[d]imidazol-1-yl)methyl)nicotinonitril